2,6-di-dodecylthiomethyl-4-nonyl-phenol C(CCCCCCCCCCC)SCC1=C(C(=CC(=C1)CCCCCCCCC)CSCCCCCCCCCCCC)O